sulfanyl-pyridine-3-carbaldehyde SC1=NC=CC=C1C=O